N-(3-((2-((1-methyl-1H-pyrazol-4-yl)amino)-5-(4-methylpiperazin-1-yl)pyrimidin-4-yl)oxy)phenyl)acrylamide CN1N=CC(=C1)NC1=NC=C(C(=N1)OC=1C=C(C=CC1)NC(C=C)=O)N1CCN(CC1)C